C(CC)OC(C(C(=O)OCCC)(CCC)CC=C)=O allyl-propyl-malonic acid dipropyl ester